(4-(5-((S)-4-phenyl-3,4-dihydro-1H-benzo[4,5]imidazo[2,1-c][1,4]oxazin-7-yl)pyrimidin-2-yl)morpholin-2-yl)methanol C1(=CC=CC=C1)[C@@H]1N2C(COC1)=NC1=C2C=C(C=C1)C=1C=NC(=NC1)N1CC(OCC1)CO